FC1(CCCC1)C1=NC2=CC=C(C=C2C(=N1)N1CCC(CC1)C1=C(C=CC=C1)OC)N(CCN1CCOCC1)C {2-(1-fluoro-cyclopentyl)-4-[4-(2-methoxy-phenyl)-piperidin-1-yl]-quinazolin-6-yl}-methyl-(2-morpholin-4-yl-ethyl)-amine